6-cyano-3-(methylthio)picolinic acid C(#N)C1=CC=C(C(=N1)C(=O)O)SC